C1(CCCCC1)SC=C(C1=CC=CC=C1)C1=CC=CC=C1 cyclohexyl(2,2-diphenylvinyl)sulfane